(S)-5-amino-4-(6-((2-(4-chlorophenyl)-2,2-difluoroacetylamino)methyl)-3-oxo-1,3-dihydro-2H-indazol-2-yl)-5-oxopentanoic acid tert-butyl ester C(C)(C)(C)OC(CC[C@@H](C(=O)N)N1NC2=CC(=CC=C2C1=O)CNC(C(F)(F)C1=CC=C(C=C1)Cl)=O)=O